[Si](C1=CC=CC=C1)(C1=CC=CC=C1)(C(C)(C)C)OCC1CCC(CC1)CO [(1S,4S)-4-[[(tert-butyldiphenylsilyl)oxy]methyl]cyclohexyl]methanol